[Co].[Cl].[Ni] nickel chlorine cobalt